1-(pyridin-3-ylmethyl)-3-(4-{[4-(trifluoromethoxy)phenyl]sulfamoyl}phenyl)urea N1=CC(=CC=C1)CNC(=O)NC1=CC=C(C=C1)S(NC1=CC=C(C=C1)OC(F)(F)F)(=O)=O